C(C)(C)(C)C=1C=C(C=2NC3=CC=C(C=C3C2C1)C(C)(C)C)C1=CC(=CC=2OC3=C(C21)C=CC=C3)N(C3=CC=2N(C1=CC=CC=C1C2C=C3)C3=CC=CC=C3)C3=CC(=CC(=C3)C(C)(C)C)C(C)(C)C N-(1-(3,6-di-tert-butyl-9H-carbazol-1-yl)dibenzo[b,d]furan-3-yl)-N-(3,5-di-tert-butylphenyl)-9-phenyl-9H-carbazol-2-amine